(E)-2-(2-fluoro-2-methyl-propyl)-3-methyl-2,3,4,9-tetrahydro-1H-β-carboline FC(CN1CC=2NC3=CC=CC=C3C2CC1C)(C)C